N-[(2-{[(furan-ylcarbonyl)carbamothioyl]amino}phenyl)carbamothioyl]furan-2-carboxamide O1C(=CC=C1)C(=O)NC(=S)NC1=C(C=CC=C1)NC(=S)NC(=O)C=1OC=CC1